ClC1=C(C=CC=C1)C=1N=C(SC1)NC(=O)C1CC(C1)N1CCOCC1 (1r,3r)-N-(4-(2-chlorophenyl)thiazol-2-yl)-3-morpholinocyclobutane-1-carboxamide